C1=C(C=CC=2SC3=CC=CC=C3NC12)C(C)S(=O)(=O)N1CCN(CC1)C1=CC=C(C#N)C=C1 4-(4-((1-(10H-phenothiazin-2-yl)ethyl)sulfonyl)piperazin-1-yl)benzonitrile